C(C)(C)(C)OC(=O)N1C[C@](CC1)(C)CO.FC1(OC(=C(O1)F)F)F perfluorodioxole (R)-tert-butyl-3-(hydroxymethyl)-3-methylpyrrolidine-1-carboxylate